tert-butyl-tetraoxapentadecane C(C)(C)(C)C(OOOO)CCCCCCCCCC